2-((4-(6-((4-Chloro-2-fluorobenzyl)oxy)pyridin-2-yl)piperidin-1-yl)methyl)-6-fluoro-7-methoxy-1-methyl-1H-benzo[d]imidazole ClC1=CC(=C(COC2=CC=CC(=N2)C2CCN(CC2)CC2=NC3=C(N2C)C(=C(C=C3)F)OC)C=C1)F